6-methoxy-1-{[2-(trimethylsilyl)ethoxy]methyl}indazol-7-amine COC1=CC=C2C=NN(C2=C1N)COCC[Si](C)(C)C